(R)-5-((1-(dimethylamino)butan-2-yl)oxy)-N-(5-fluoroquinolin-6-yl)-7-(1-methyl-1H-pyrazol-4-yl)quinazolin-4-amine CN(C[C@@H](CC)OC1=C2C(=NC=NC2=CC(=C1)C=1C=NN(C1)C)NC=1C(=C2C=CC=NC2=CC1)F)C